C1(=CCCCC1)C=1C=CC(=NC1C(F)(F)F)N 5-(1-cyclohexen-1-yl)-6-(trifluoromethyl)-2-pyridylamine